4-((dimethylamino)methyl)-6-methoxybenzo[d]thiazol-2-amine CN(C)CC1=CC(=CC2=C1N=C(S2)N)OC